tert-butyl (3-{2-[(2,2-difluoro-2H-1,3-benzodioxol-5-yl)oxy]acetamido}bicyclo[1.1.1]pentan-1-yl)carbamate FC1(OC2=C(O1)C=CC(=C2)OCC(=O)NC21CC(C2)(C1)NC(OC(C)(C)C)=O)F